CC1=NC(=NO1)C=1C=C2C(=NC=NC2=CC1)NCCC(=O)O 3-[[6-(5-methyl-1,2,4-oxadiazol-3-yl)quinazolin-4-yl]amino]propionic acid